tert-butyl 4-(2-(4-chloro-2-fluorophenyl)-2-methylbenzo[d][1,3]dioxol-4-yl)-3,3-difluoropiperidine-1-carboxylate ClC1=CC(=C(C=C1)C1(OC2=C(O1)C=CC=C2C2C(CN(CC2)C(=O)OC(C)(C)C)(F)F)C)F